[3-(Difluoromethyl)azetidin-1-yl]-[rac-(5S,7S)-7-fluoro-5-phenyl-6,7-dihydro-5H-pyrrolo[1,2-b][1,2,4]triazol-2-yl]methanon FC(C1CN(C1)C(=O)C=1N=C2N(N1)[C@@H](C[C@@H]2F)C2=CC=CC=C2)F |r|